NC(CC=C)C(=O)O allylGlycine